O1C=NC2=C1C=CC(=C2)C=2C=C1C=3CCCC(C3NC1=CC2)N[C@H](C)C2=CC=CC=C2 6-(benzo[d]oxazol-5-yl)-N-((R)-1-phenylethyl)-2,3,4,9-tetrahydro-1H-carbazole-1-amine